C(C)OC(=O)[C@@H]1N([C@@H]2C[C@@H]2C1)C(=O)OCC1=CC=CC=C1 (1R,3R,5R)-2-azabicyclo[3.1.0]Hexane-2,3-dicarboxylic acid 2-benzyl ester 3-ethyl ester